tert-butyl 4-(((benzyloxy)carbonyl)amino)-5-oxo-5-((4-(trifluoromethyl)benzyl)amino)pentanoate C(C1=CC=CC=C1)OC(=O)NC(CCC(=O)OC(C)(C)C)C(NCC1=CC=C(C=C1)C(F)(F)F)=O